4-(3-ethoxypyridin-2-yl)-N-(3-methylpyridin-2-yl)thiazol-2-amine C(C)OC=1C(=NC=CC1)C=1N=C(SC1)NC1=NC=CC=C1C